C(CC)C1=CC(=C(C=C1CCC)N)N 4,5-dipropyl-1,2-phenylenediamine